C(=O)C=C ACROLEIN